N1N=CC2=CC=CC(=C12)O[C@@H]1C[C@@H](N(C1)C(=O)OC(C)(C)C)C tert-butyl (2S,4R)-4-((1H-indazol-7-yl)oxy)-2-methylpyrrolidine-1-carboxylate